C(C)SN1N=NN=C1 S-ethylthio-1H-tetrazole